2-Amino-5-bromo-N-(3-(2-methyl-1-(4-methyl-4H-1,2,4-triazol-3-yl)propan-2-yl)phenyl)-3-(trifluoromethyl)benzamide NC1=C(C(=O)NC2=CC(=CC=C2)C(CC2=NN=CN2C)(C)C)C=C(C=C1C(F)(F)F)Br